FC1=C(C(=C(C=C1C1=NN(C2=C1C=NC(=C2)N2CCOC1(CC1)C2)C)C(F)(F)F)F)O 2,6-Difluoro-3-(1-methyl-6-(4-oxa-7-azaspiro[2.5]octan-7-yl)-1H-pyrazolo[4,3-c]pyridin-3-yl)-5-(trifluoromethyl)phenol